5-(4-chloro-1H-pyrazol-1-yl)-1-ethyl-3-methoxy-6-(2,4,6-trifluorophenyl)pyridin-2(1H)-one ClC=1C=NN(C1)C=1C=C(C(N(C1C1=C(C=C(C=C1F)F)F)CC)=O)OC